C(C1=CC=CC=C1)OC1CCCC=2C3=C(C(NC12)=O)SC(=C3)C=3C=NN(C3)COCC[Si](C)(C)C 6-(benzyloxy)-2-(1-((2-(trimethylsilyl)ethoxy)methyl)-1H-pyrazol-4-yl)-6,7,8,9-tetrahydrothieno[2,3-c]quinolin-4(5H)-one